(2R)-N-(9-Aminononyl)-2-((4S)-6-(4-chlorophenyl)-8-methoxy-1-methyl-4H-benzo[f][1,2,4]triazolo[4,3-a][1,4]diazepin-4-yl)propanamide TFA salt OC(=O)C(F)(F)F.NCCCCCCCCCNC([C@H](C)[C@H]1C=2N(C3=C(C(=N1)C1=CC=C(C=C1)Cl)C=C(C=C3)OC)C(=NN2)C)=O